3,5,7-trihydroxy-2-(3',4',5'-trimethoxy-[1,1'-biphenyl]-4-yl)chroman-4-one OC1C(OC2=CC(=CC(=C2C1=O)O)O)C1=CC=C(C=C1)C1=CC(=C(C(=C1)OC)OC)OC